(R)-1-(3,3-difluoro-4-((4-methoxy-5-(1-(2,2,2-trifluoroethyl)-1H-benzo[d][1,2,3]triazol-6-yl)pyrrolo[2,1-f][1,2,4]triazin-2-yl)amino)piperidin-1-yl)-2-(pyrrolidin-1-yl)ethan-1-one FC1(CN(CC[C@H]1NC1=NN2C(C(=N1)OC)=C(C=C2)C=2C=CC1=C(N(N=N1)CC(F)(F)F)C2)C(CN2CCCC2)=O)F